O1CCC(=CC1)C=1C(=NC(=NC1)NC=1C=NN(C1)C)NC=1C=C(C=CC1F)NC(C=C)=O N-(3-((5-(3,6-dihydro-2H-pyran-4-yl)-2-((1-methyl-1H-pyrazol-4-yl)amino)pyrimidin-4-yl)amino)-4-fluorophenyl)acrylamide